BrC1=CC=C(CC2[C@H](C(OC2)=O)C=2C=C(C=C(C2)C)[C@@H](C)NC=2C(=NC(=CC2)Cl)C(=O)O)C=C1 3-(((R)-1-(3-((S)-4-(4-Bromobenzyl)-2-oxooxaolidin-3-yl)-5-methylphenyl)ethyl)amino)-6-chloropicolinic acid